NC=1C=CC=2N(C3=CC=C(C=C3C2C1)N)CC 3,6-diamino-N-ethylcarbazole